2-[trans-2-[1-(4-chlorophenyl)-1H-1,2,3-triazol-4-yl]-1,3-dioxan-5-yl]-2,3-dihydro-1H-isoindole-1,3-dione ClC1=CC=C(C=C1)N1N=NC(=C1)[C@@H]1OC[C@H](CO1)N1C(C2=CC=CC=C2C1=O)=O